COC(C1=CC(=C(C(=C1)OC(F)(F)F)N)NC[C@H]1OCC1)=O (S)-4-amino-3-((oxetan-2-ylmethyl)amino)-5-(trifluoromethoxy)benzoic acid methyl ester